[K+].S(=O)(=O)(O)OOS(=O)(=O)[O-].BrC=1C=CC(=C(C1)C1=CC(=CC=C1)N1C(C2=CC=CC(=C2C1)C(F)(F)F)=O)C1=NN=CN1C 2-(5'-bromo-2'-(4-methyl-4H-1,2,4-triazol-3-yl)-[1,1'-biphenyl]-3-yl)-4-(trifluoromethyl)isoindolin-1-one hydrogen persulfate potassium salt